Nonane-1-carboxylate C(CCCCCCCC)C(=O)[O-]